(R)-1-(2-(azetidin-1-yl)pyridin-4-yl)-6-chloro-4-oxo-7-(2-((pyridin-2-yloxy)methyl)pyrrolidin-1-yl)-1,4-dihydroquinoline-3-carboxylic acid N1(CCC1)C1=NC=CC(=C1)N1C=C(C(C2=CC(=C(C=C12)N1[C@H](CCC1)COC1=NC=CC=C1)Cl)=O)C(=O)O